C(C)C1=C(C(=CC(=C1)CC)CC)S(=O)[O-].[Na+] Sodium 2,4,6-Triethylbenzenesulfinate